C1(CC1)C1=CC(=C(C=C1OC(C)C)N1CCN(CC1)CC=1N=NC=CC1)C=1N=NNN1 3-[[4-[4-cyclopropyl-5-isopropoxy-2-(2H-tetrazol-5-yl)phenyl]piperazin-1-yl]methyl]pyridazine